methylpropenyl-tripropylammonium CC(CC)[N+](CCC)(CCC)C=CC